4-(3-fluorophenyl)-1-(5-(isopropylthio)-4-(4-(trifluoromethyl)phenyl)thiazol-2-yl)-N-methoxy-3-methyl-1H-pyrazole-5-carboxamide FC=1C=C(C=CC1)C=1C(=NN(C1C(=O)NOC)C=1SC(=C(N1)C1=CC=C(C=C1)C(F)(F)F)SC(C)C)C